4,4'-diazido-methylbiphenyl N(=[N+]=[N-])C1=CC(=C(C=C1)C1=CC=C(C=C1)N=[N+]=[N-])C